2-(2,6-dioxopiperidin-3-yl)-4-(4-(3-(2-(5-methyl-[1,1'-biphenyl]-2-yl)-1H-pyrrolo[2,3-b]pyridin-3-yl)propionyl)piperazin-1-yl)isoindoline-1,3-dione O=C1NC(CCC1N1C(C2=CC=CC(=C2C1=O)N1CCN(CC1)C(CCC1=C(NC2=NC=CC=C21)C2=C(C=C(C=C2)C)C2=CC=CC=C2)=O)=O)=O